F[13C]1=[13CH][13CH]=[13C]([13CH]=[13CH]1)N1C(=C(C2=C1C=C1C=NNC1=C2)C2=CC=C(C(=O)O)C=C2)C2CCOCC2 4-(5-(4-Fluorophenyl-1,2,3,4,5,6-13C6)-6-(tetrahydro-2H-pyran-4-yl)-1,5-dihydropyrrolo[2,3-f]indazol-7-yl)benzoic acid